3-(4-bromophenyl)-dibenzofuran BrC1=CC=C(C=C1)C=1C=CC2=C(OC3=C2C=CC=C3)C1